BrC=1C=C(C=C(C1)C=NC(C(=O)OC)C(C)C)OC(C1=CC=C(C=C1)C)=O.OC1=C(C=C(C=C1)/C=C/C(=O)NC1=CC(=C(C=C1)Cl)Cl)OC (E)-3-(4-hydroxy-3-methoxyphenyl)-N-(3,4-dichlorophenyl)acrylamide 3-bromo-5-((1-methoxy-3-methyl-1-oxobutan-2-ylimino)methyl)phenyl-4-methylbenzoate